CC1(OC=2C(=C3OC4=CC(=CC=C4C(C3=CC2)=O)CC(=O)OC)C=C1)C methyl (3,3-dimethyl-7-oxo-3H,7H-4,12-dioxabenzo[a]anthracen-10-yl)acetate